ClC1=CC(=C(C=C1)C1(OC2=C(O1)C=CC=C2N2[C@H]1[C@@H](N(CC2)C(=O)OC(C)(C)C)COC1)C)F tert-Butyl (4aS,7aR)-4-(2-(4-chloro-2-fluorophenyl)-2-methylbenzo[d][1,3]dioxol-4-yl)hexahydrofuro[3,4-b]pyrazine-1(2H)-carboxylate